OC=1C(=NC=C(C1)O)C(=O)O 3,5-dihydroxy-2-pyridinecarboxylic acid